OC[C@H](C[C@H]1C(NCC1)=O)NC([C@H](CC1=CC=CC=C1)NC(OC(C(F)(F)C1=CC(=CC=C1)Cl)C1=CC=CC=C1)=O)=O 2-(3-chlorophenyl)-2,2-difluoro-1-phenylethyl ((S)-1-(((S)-1-hydroxy-3-((S)-2-oxopyrrolidin-3-yl)propan-2-yl)amino)-1-oxo-3-phenylpropan-2-yl)carbamate